ClC=1C=2C=3N(C(=NC2C=CC1)N[C@H]1C(NCCNC1)=O)N=C(N3)C=3C=NN(C3)C (6R)-6-{[10-chloro-2-(1-methyl-1H-pyrazol-4-yl)[1,2,4]triazolo[1,5-c]quinazolin-5-yl]amino}-1,4-diazepan-5-one